C(C(=C)C)(=O)OC(CCCCCOC1=CC=C(C(=O)O)C=C1)CCCC 4-((6-(methacryloyloxy)decyl)oxy)benzoic acid